2-((6-(6-((4-cyano-3-fluoro-2-methoxybenzyl)oxy)pyridin-2-yl)-3-azabicyclo[4.1.0]heptan-3-yl)methyl)-1-(((S)-oxetan-2-yl)methyl)-1H-benzo[d]imidazole-6-carboxylic acid C(#N)C1=C(C(=C(COC2=CC=CC(=N2)C23CCN(CC3C2)CC2=NC3=C(N2C[C@H]2OCC2)C=C(C=C3)C(=O)O)C=C1)OC)F